(Z)-2-(2,6-dioxopiperidin-3-yl)-4-((2-(4-(1-(4-hydroxyphenyl)-2-phenylbut-1-en-1-yl)phenoxy)ethyl)amino)isoindoline-1,3-dione O=C1NC(CCC1N1C(C2=CC=CC(=C2C1=O)NCCOC1=CC=C(C=C1)\C(=C(\CC)/C1=CC=CC=C1)\C1=CC=C(C=C1)O)=O)=O